(5-Methyltetrahydrofuran-2-yl)methanamine CC1CCC(O1)CN